ClC1=C(C=2N=C(N=C(C2C=N1)N1CC(CCCC1)(O)CF)OC[C@]12CCCN2C[C@@H](C1)F)F 1-(7-Chloro-8-fluoro-2-(((2R,7aS)-2-fluorotetrahydro-1H-pyrrolizin-7a(5H)-yl)methoxy)pyrido[4,3-d]pyrimidin-4-yl)-3-(fluoromethyl)azepan-3-ol